CN1CCNC2=CC=CC(=C12)C1CCN(CC1)C(=O)OC(C)(C)C tert-butyl 4-(4-methyl-2,3-dihydro-1H-quinoxalin-5-yl)piperidine-1-carboxylate